3-aminobutyl(tritetradecanoxysilane) NC(CC[Si](OCCCCCCCCCCCCCC)(OCCCCCCCCCCCCCC)OCCCCCCCCCCCCCC)C